3,4-Dichloro-6-fluorophenyl 2,4,6-tri-O-acetyl-3-deoxy-3-[4-(3,4,5-trifluorophenyl)-1H-1,2,3-triazol-1-yl]-1-thio-α-D-galactopyranoside C(C)(=O)O[C@H]1[C@@H](SC2=CC(=C(C=C2F)Cl)Cl)O[C@@H]([C@@H]([C@@H]1N1N=NC(=C1)C1=CC(=C(C(=C1)F)F)F)OC(C)=O)COC(C)=O